O=C1C[C@@H](CN1)C(=O)O (3S)-5-oxopyrrolidine-3-carboxylic acid